N-methyl-N-iso-propylacetamide CN(C(C)=O)C(C)C